FC=1C=C(C=C(C1C1=CSC=C1)F)C(C(=O)O)(C)C 2-(3,5-Difluoro-4-(thiophen-3-yl)phenyl)-2-methylpropanoic acid